(S)-6-Ethyl-N-((S)-1-(5-(2-ethyl-1-oxo-1,2-dihydroisochinolin-6-yl)-1H-imidazol-2-yl)-7-oxononyl)-6-azaspiro[2.5]octan-1-carboxamid C(C)N1CCC2(C[C@@H]2C(=O)N[C@@H](CCCCCC(CC)=O)C=2NC(=CN2)C=2C=C3C=CN(C(C3=CC2)=O)CC)CC1